1-((1s,4s)-4-((5-([1,2,4]triazolo[4,3-a]pyridin-6-yl)-4-methoxy-7H-pyrrolo[2,3-d]pyrimidin-2-yl)amino)cyclohexyl)pyrrolidin-2-one N=1N=CN2C1C=CC(=C2)C2=CNC=1N=C(N=C(C12)OC)NC1CCC(CC1)N1C(CCC1)=O